CNC=1N=CC(=C2C=C(N=CC12)NC(=O)C1CC1)C#CC1=NC=CC=N1 N-(8-(methylamino)-5-(pyrimidin-2-ylethynyl)-2,7-naphthyridin-3-yl)cyclopropanecarboxamide